CC1=NN2C(N=CC=C2)=C1C(=O)Cl Methylpyrazolo[1,5-a]pyrimidine-3-carbonyl chloride